3-(2-carboxyvinyl)phenylboronic acid C(=O)(O)C=CC=1C=C(C=CC1)B(O)O